NC1=C(C(=O)NC2=CC(=C(C=C2)OC)[N+](=O)[O-])C=CC(=C1)Br 2-amino-4-bromo-N-(4-methoxy-3-nitrophenyl)benzamide